OCCN(CC(=O)O)CC(=O)O N-hydroxyethyliminodiacetic acid